C1(CC1)OC=1C=CC(=NC1)C(C)O 1-(5-cyclopropoxypyridin-2-yl)ethan-1-ol